FC1(CN(CC12CC2)C=2C=1N(N=C(C2)C=2C(NC(NC2)=O)=O)C=C(N1)CC(C)C)F 5-(8-(7,7-difluoro-5-azaspiro[2.4]heptan-5-yl)-2-isobutylimidazo[1,2-b]pyridazin-6-yl)pyrimidine-2,4(1H,3H)-dione